2-methoxy-4-(3-((4-oxo-2-(2,2,2-trifluoroethyl)quinazolin-3(4H)-yl)methyl)isoxazol-5-yl)benzonitrile COC1=C(C#N)C=CC(=C1)C1=CC(=NO1)CN1C(=NC2=CC=CC=C2C1=O)CC(F)(F)F